tert-butyl (2S,6S)-4-[2-methoxy-4-[(4-methoxy-2-methyl-indazol-5-yl)carbamoyl]-1,3-benzothiazol-7-yl]-2,6-dimethyl-piperazine-1-carboxylate COC=1SC2=C(N1)C(=CC=C2N2C[C@@H](N([C@H](C2)C)C(=O)OC(C)(C)C)C)C(NC2=C(C1=CN(N=C1C=C2)C)OC)=O